2-bromo-3-methyl-5,6,7,8-tetrahydro-9H-pyrazino[2,3-e][1,4]diazepin-9-one BrC1=NC2=C(NCCNC2=O)N=C1C